C1(=CC=CC=C1)N(C1=CC=C(C=C1)C=1C=C2C=3C=C(C=CC3N(C2=CC1)CC)C=O)C1=CC=CC=C1 6-(4-(diphenylamino)phenyl)-9-ethylcarbazole-3-carbaldehyde